CC(CCN)NC1=NC=CC=C1 1-methyl-N1-(pyridine-2-yl)propane-1,3-diamine